C(C)N1N=CC(=C1)CC=1C(N(C=CC1)C1=NC(=CC(=C1C#N)C(F)(F)F)C1=CC=C(C=C1)F)=O 3-[(1-ethyl-1H-pyrazol-4-yl)methyl]-6'-(4-fluorophenyl)-2-oxo-4'-(trifluoromethyl)-2H-[1,2'-bipyridine]-3'-carbonitrile